ethyl-7-bromo-4-hydroxyquinoline-3-carboxylate C(C)OC(=O)C=1C=NC2=CC(=CC=C2C1O)Br